[1,3-Bis(diphenylphosphino)propane] palladium [Pd].C1(=CC=CC=C1)P(CCCP(C1=CC=CC=C1)C1=CC=CC=C1)C1=CC=CC=C1